C(C)(C)(C)C1N(CC[C@H]([C@@H]1C)NC1=C(C=C(C=C1)Cl)C)C(=O)O.N[C@@H](CC1=CNC2=CC=CC=C12)C(=O)O L-Tryptophan tert-butyl-(3S,4R)-4-(4-chloro-2-methyl-anilino)-3-methyl-piperidine-1-carboxylate